1-(3-fluoro-4-methylbenzyl)-5-methoxy-4-(methoxymethyl)-1,3-dihydro-2H-benzo[b]azepin-2-one FC=1C=C(CN2C3=C(C(=C(CC2=O)COC)OC)C=CC=C3)C=CC1C